CN(CCOC1(CC1)C(=O)N1CCN(CC1)C=1C=2N(C=C(C1)S(=O)(=O)NC1(CC1)C)C(=NC2)C=2SC(=NN2)C(F)(F)F)C 8-(4-(1-(2-(dimethylamino)ethoxy)cyclopropane-1-carbonyl)piperazin-1-yl)-N-(1-methylcyclopropyl)-3-(5-(trifluoromethyl)-1,3,4-thiadiazol-2-yl)imidazo[1,5-a]pyridine-6-sulfonamide